(rac)-((1S,2R,4R)-2-(but-3-en-1-yl)-2-((tert-butyldiphenylsilyl)methyl)bicyclo[2.1.1]hexan-1-yl)(naphthalen-2-yl)methanone C(CC=C)[C@@]1(C2(CC(C1)C2)C(=O)C2=CC1=CC=CC=C1C=C2)C[Si](C2=CC=CC=C2)(C2=CC=CC=C2)C(C)(C)C |r|